N-(1H-benzotriazol-4-ylmethyl)-3,5-difluoro-4-methoxybenzamide N1N=NC2=C1C=CC=C2CNC(C2=CC(=C(C(=C2)F)OC)F)=O